2,3,4-trimethyl-tricyclo[5.2.1.0{1,5}]Decane-4-carbaldehyde CC1C23C(C(C1C)(C=O)C)CC(CC2)C3